FC(C([2H])([2H])N1C[C@@H]2[C@H](C1)CC(C2)NC=2N=NC(=CC2)C=2C=NC=CC2C(F)(F)F)(C2CCOCC2)F (3aR,5s,6aS)-2-(2,2-difluoro-2-(tetrahydro-2H-pyran-4-yl)ethyl-1,1-d2)-N-(6-(4-(trifluoromethyl)pyridin-3-yl)pyridazin-3-yl)octahydrocyclopenta[c]pyrrol-5-amine